1,13-tridecanedicarboxylic acid C(CCCCCCCCCCCCC(=O)O)C(=O)O